NC1=NC(=C(C=C1C=1C=C2C(=CNC(C2=CC1)=O)OCC)C1=CC=C(C=C1)N1CCN(CC1)C(C)C)F 6-(2-amino-6-fluoro-5-(4-(4-isopropylpiperazin-1-yl)phenyl)pyridin-3-yl)-4-ethoxyisoquinolin-1(2H)-one